C(C)(C)(C)OC=1C(=C(C=CC1C)C)OC(C)(C)C di-tert-butoxy-p-xylene